ClC=1C(=NC(=NC1)N1C[C@H](CCC1)CO)NC=1C=C2C=C(C(N(C2=CC1)C)=O)OCC(=O)NC (S)-2-((6-((5-chloro-2-(3-(hydroxymethyl)piperidin-1-yl)pyrimidin-4-yl)amino)-1-methyl-2-oxo-1,2-dihydroquinolin-3-yl)oxy)-N-methylacetamide